2-chloro-N-(2-(ethylamino)-5-(pyrrolidin-1-yl)benzyl)-N-(furan-2-ylmethyl)benzamide ClC1=C(C(=O)N(CC=2OC=CC2)CC2=C(C=CC(=C2)N2CCCC2)NCC)C=CC=C1